ClCCCC(=O)N(C)C1=NNC(=C1)C1C(C1)(F)F 4-chloro-N-[5-(2,2-difluorocyclopropyl)-1H-pyrazol-3-yl]-N-methylbutanamide